5-[[2-[(2R,5R)-2-cyclohexyl-5-methyl-1-piperidyl]-2-oxo-acetyl]amino]pyridine-3-carboxamide C1(CCCCC1)[C@@H]1N(C[C@@H](CC1)C)C(C(=O)NC=1C=C(C=NC1)C(=O)N)=O